C(C)(C)(C)OC(=O)N1C[C@@H](CCC1)N (R)-N-t-Butoxycarbonyl-3-aminopiperidine